2-benzyl-3,3,7,7-tetramethyl-2-azaspiro[4.5]decan-8-one C(C1=CC=CC=C1)N1CC2(CC1(C)C)CC(C(CC2)=O)(C)C